2-chloro-1-(4-(3-isopropyl-2-(pyridin-4-yl)-1H-indol-5-yl)piperidin-1-yl)ethan-1-one ClCC(=O)N1CCC(CC1)C=1C=C2C(=C(NC2=CC1)C1=CC=NC=C1)C(C)C